FC(CN1CCC(CC1)C1=CC2=C(CC(O2)(C)C)C=C1NC(=O)C=1C=NN2C1N=CC=C2)F N-[6-[1-(2,2-difluoroethyl)-4-piperidyl]-2,2-dimethyl-3H-benzofuran-5-yl]pyrazolo[1,5-a]pyrimidine-3-carboxamide